C(C)OC(C(CC)(O)NC=1C(=NC=C(C1)Br)N)=O ((2-amino-5-bromopyridin-3-yl)amino)-2-hydroxybutyric acid ethyl ester